N-([1,1'-biphenyl]-4-yl-2,3',4',5',6'-d5)-6-(9H-carbazol-9-yl-d8)dibenzo[b,d]furan-4-amine C=1(C(=CC(=CC1)NC1=CC=CC2=C1OC1=C2C=CC=C1N1C2=C(C(=C(C(=C2C=2C(=C(C(=C(C12)[2H])[2H])[2H])[2H])[2H])[2H])[2H])[2H])[2H])C1=CC(=C(C(=C1[2H])[2H])[2H])[2H]